NCC(CN1CCOCC1)O 1-amino-3-morpholinopropan-2-ol